COC(=O)C1CCC(CC1)N1C=NC=2C(=NC(=CC21)Cl)Cl 4-(4,6-dichloro-1H-imidazo[4,5-c]pyridin-1-yl)cyclohexanecarboxylic acid methyl ester